6-[(E)-2-ethoxyvinyl]-N-{[4-(1H-1,2,3-triazol-1-yl)phenyl]methyl}pyrimidin-4-amine C(C)O/C=C/C1=CC(=NC=N1)NCC1=CC=C(C=C1)N1N=NC=C1